C(CCCCC)[Si](OC(C)C)(OC(C)C)OC(C)C hexyl-triisopropoxysilane